[1-[(6-fluoro-4-iodopyridin-2-yl)amino]cyclobutyl]methanol FC1=CC(=CC(=N1)NC1(CCC1)CO)I